ClC1=NC=C(C(=C1)N1C[C@H](CCC1)NC(OC(C)(C)C)=O)C=1C=NN(C1)CC(F)(F)F tert-butyl (S)-(1-(2-chloro-5-(1-(2,2,2-trifluoroethyl)-1H-pyrazol-4-yl)pyridin-4-yl)piperidin-3-yl)carbamate